N-(2-((7-chloro-4-oxo-4H-pyrido[1,2-a]pyrimidin-2-yl)methoxy)phenyl)pivalamide ClC=1C=CC=2N(C(C=C(N2)COC2=C(C=CC=C2)NC(C(C)(C)C)=O)=O)C1